(5-bromo-2-(trifluoromethoxy)phenyl)(methyl)sulfane BrC=1C=CC(=C(C1)SC)OC(F)(F)F